C1(CC1)CN1C(=CC2=CC=C(C=C12)N1CCC(CC1)OC)C1=NC=2C(=CC=3CCNC(C3C2)=O)N1C 2-(1-(Cyclopropylmethyl)-6-(4-methoxypiperidin-1-yl)-1H-indol-2-yl)-1-methyl-1,6,7,8-tetrahydro-5H-imidazo[4,5-g]isoquinolin-5-one